C(C1=CC=CC=C1)NCCCN(C)C Benzyl[3-(Dimethylamino)propyl]amine